C1(CCCC1)CS(=NC(C1=CC=C(C=C1)CC1=NOC(=N1)C(F)(F)F)=O)(=O)C N-((cyclopentylmethyl)(methyl)(oxo)-λ6-sulfaneylidene)-4-((5-(trifluoromethyl)-1,2,4-oxadiazol-3-yl)methyl)benzamide